ClC1=NC=C(C(=N1)N1N=CC(=C1)[N+](=O)[O-])C 2-chloro-5-methyl-4-(4-nitro-1H-pyrazol-1-yl)pyrimidine